4-amino-3-[6-(4-cyanophenyl)pyridine-3-ylazo]naphthalene NC1=C(C=CC2=CC=CC=C12)N=NC=1C=NC(=CC1)C1=CC=C(C=C1)C#N